2-methoxy-1H-benzo[d]Imidazole-4-carbonitrile COC1=NC2=C(N1)C=CC=C2C#N